8-Fluoro-2-methyl-6-(4,4,5,5-tetramethyl-1,3,2-dioxaborolan-2-yl)quinoline FC=1C=C(C=C2C=CC(=NC12)C)B1OC(C(O1)(C)C)(C)C